C1(CCC1)CNCC=1C=CC=2N(C1)C=C(N2)CN2N=NC(=C2)C2=C1C=NNC1=CC(=C2)I 1-cyclobutyl-N-((2-((4-(6-iodo-1H-indazol-4-yl)-1H-1,2,3-triazol-1-yl)methyl)imidazo[1,2-a]pyridin-6-yl)methyl)methylamine